Cl.FC1=C(C=CC=C1)C1=CC(=CN1S(=O)(=O)C=1C=NC=CC1)CNC 5-(2-fluorophenyl)-N-methyl-1-(3-pyridinesulfonyl)-1H-pyrrole-3-methylamine hydrochloride